(3-acetamido-6-acetyl-2-nitro-phenyl) 4-[benzyl(methyl)amino]benzoate C(C1=CC=CC=C1)N(C1=CC=C(C(=O)OC2=C(C(=CC=C2C(C)=O)NC(C)=O)[N+](=O)[O-])C=C1)C